P(=S)(OC1=C(C=CC=C1)C)(OC1=C(C=CC=C1)C)[O-] ditolyl monothiophosphate